4-[2-amino-6-(cyclopropylamino)-9H-purin-9-yl]-2-cyclopentene NC1=NC(=C2N=CN(C2=N1)C1C=CCC1)NC1CC1